IC=1C=NN2C1C(=CC=C2)C#N 3-iodopyrazolo[1,5-a]pyridine-4-carbonitrile